N[C@@H]1[C@@H](CC2=CC=CC=C12)O (1S,2R)-1-amino-2,3-dihydro-1H-Inden-2-ol